C1(CC1)CC=1CN(C=CC1)C=1C=C2CCC(NC2=CC1)=O 3-(cyclopropylmethyl)-N-(2-oxo-3,4-dihydro-1H-quinolin-6-yl)pyridine